C(C)(=O)C1=C(C=C(C=C1)Cl)C=1C(=NN(C(C1)=O)C(C(=O)NC1=CC(=C(C(=O)O)C=C1)O)CC1=CC=CC=C1)OC 4-(2-(4-(2-acetyl-5-chlorophenyl)-3-methoxy-6-oxopyridazin-1(6H)-yl)-3-phenylpropionamido)-2-hydroxybenzoic acid